C1NC2=C(N1[C@H]3C(=O)[C@@H]([C@H](O3)CO)O)N=C(NC2=O)N oxo-7,8-dihydro-2'-deoxyguanosine